4-(5-(1-methyl-4-(trifluoromethyl)-1H-imidazol-2-yl)pyridin-2-yl)isoxazole CN1C(=NC(=C1)C(F)(F)F)C=1C=CC(=NC1)C=1C=NOC1